(5-bromo-1H-1,2,4-triazol-3-yl)-6,7-dichloro-3-(1H-pyrazol-4-yl)-1H-indole BrC1=NC(=NN1)N1C=C(C2=CC=C(C(=C12)Cl)Cl)C=1C=NNC1